bis(hydroxylammonium) sulfate S(=O)(=O)([O-])[O-].O[NH3+].O[NH3+]